C(#N)C=1N=CN(C1/N=C/N(C)C)C1=C(C(=CC=C1C)OC)C (E)-N'-(4-cyano-1-(3-methoxy-2,6-dimethylphenyl)-1H-imidazol-5-yl)-N,N-dimethylformimidamide